5-(1-isopropyl-2-methyl-1H-imidazo[4,5-b]pyridin-6-yl)-N-(6-(4-methylpiperazin-1-yl)pyridin-3-yl)-7H-pyrrolo[2,3-d]pyrimidin-2-amine C(C)(C)N1C(=NC2=NC=C(C=C21)C2=CNC=1N=C(N=CC12)NC=1C=NC(=CC1)N1CCN(CC1)C)C